CC(=O)OCCCC1CCN(CC1)C(C1=CC(=C(C=C1)Cl)N1C(NC(CC1)=O)=O)=O (3-(1-(4-chloro-3-(2,4-dioxotetrahydropyrimidin-1(2H)-yl) benzoyl) piperidin-4-yl) propyl) (methyl)carboxylate